FC1=C(C(=CC=C1)NS(=O)(=O)C=1C=CC=C2C=CC=NC12)C#CC=1C=CC(=NC1)C(=O)O 5-{2-[2-fluoro-6-(quinoline-8-sulfonamido)phenyl]ethynyl}pyridine-2-carboxylic acid